C1(=CC=CC=C1)N(C1=CC=C(C=C1)C=1C=CC=2C(N(C(C3=CC=CC1C23)=O)C2=CC=C(C=C2)CCCC(=O)Cl)=O)C2=CC=CC=C2 4-(4-(6-(4-(diphenylamino)phenyl)-1,3-dioxo-1H-benzo[de]isoquinolin-2(3H)-yl)phenyl)butyryl chloride